The molecule is an organic cation and an ammonium ion derivative. It is a conjugate acid of a (S)-tetrindole. It is an enantiomer of a (R)-tetrindole(1+). C1CCC(CC1)C2=CC3=C(C=C2)N4CC[NH2+][C@@H]5C4=C3CCC5